N[C@@](C(=O)OC(C)C)(C1=CC(=CC(=C1)F)F)C1CC1 Isopropyl (R)-2-amino-2-cyclopropyl-2-(3,5-difluorophenyl)acetate